C(C)OC(=O)C=1[C@@H](N=C(NC1CN1CC=2C(CC1)C(NN2)=O)C=2SC=CN2)C2=C(C(=CC=C2)F)C (4S)-4-(3-fluoro-2-methylphenyl)-6-((3-oxo-2,3,3a,4,5,7-hexahydro-6H-pyrazolo[3,4-c]pyridin-6-yl)methyl)-2-(thiazol-2-yl)-1,4-dihydropyrimidine-5-carboxylic acid ethyl ester